(R)-1-(4-(7-(6-amino-3-(trifluoromethyl)pyridin-2-yl)-6-chloro-2-((1-(dimethylamino)propan-2-yl)oxy)quinazolin-4-yl)piperazin-1-yl)prop-2-en-1-one NC1=CC=C(C(=N1)C1=C(C=C2C(=NC(=NC2=C1)O[C@@H](CN(C)C)C)N1CCN(CC1)C(C=C)=O)Cl)C(F)(F)F